1-ethyl-3-(1-fluoropent-4-en-2-yl)urea C(C)NC(=O)NC(CF)CC=C